NCCN=C(NC(=O)OC(C)(C)C)NC(=O)OC(C)(C)C 2-(2-aminoethyl)-1,3-di-Boc-guanidine